CSC1=C(C=CC=C1)C1=NC2=CC=CC=C2C(=C1)C(=O)O 2-(2-(methylthio)phenyl)quinoline-4-carboxylic acid